1-(3,5-dimethylphenyl)-5-(phenyl-d5)isoquinoline CC=1C=C(C=C(C1)C)C1=NC=CC2=C(C=CC=C12)C1=C(C(=C(C(=C1[2H])[2H])[2H])[2H])[2H]